3,4-dilinoleoxyphenylacetylacetone C(CCCCCCC\C=C/C\C=C/CCCCC)OC=1C=C(C=CC1OCCCCCCCC\C=C/C\C=C/CCCCC)CC(=O)CC(C)=O